C(#C)C=1C(=CC=C2C=C(C=C(C12)C1=CC=C2C(=NC(=NC2=C1F)OC[C@]12CCCN2C[C@@H](C1)F)N1CC(CCC1)(O)C)O)F 1-(7-(8-ethynyl-7-fluoro-3-hydroxynaphthalen-1-yl)-8-fluoro-2-(((2R,7aS)-2-fluorotetrahydro-1H-pyrrolizin-7a(5H)-yl)methoxy)quinazolin-4-yl)-3-methylpiperidin-3-ol